C(C1=CC=CC=C1)SC1=CC(=C(C=C1)NC1=NC=C(C(=N1)NC(C)C)Br)C N2-(4-benzylsulfanyl-2-methyl-phenyl)-5-bromo-N4-isopropyl-pyrimidine-2,4-diamine